N1(CCC1)C1=NC2=CC(=CC=C2C=C1)SCC=1C=C(C=NC1)N1C=C(C2=C1N=CN=C2NCC2=C(C=C(C=C2)OC)OC)C2=NN(C=C2)C 7-[5-({[2-(azetidin-1-yl)quinolin-7-yl]sulfanyl}methyl)pyridin-3-yl]-N-[(2,4-dimethoxyphenyl)methyl]-5-(1-methyl-1H-pyrazol-3-yl)-7H-pyrrolo[2,3-d]pyrimidin-4-amine